2,2-bis[3-(3-mercaptopropyl)-4-(3-mercaptopropoxy)phenyl]propane SCCCC=1C=C(C=CC1OCCCS)C(C)(C)C1=CC(=C(C=C1)OCCCS)CCCS